N(=NNCCC1=CC(O)=C(O)C=C1)NCCC1=CC(O)=C(O)C=C1 AZO-dopamine